2,3-dimethyl-6-(2-dimethylaminoethyl)-6H-indolo-[2,3-b]quinoxaline CC=1C=C2N=C3C(=NC2=CC1C)N(C=1C=CC=CC13)CCN(C)C